5-bromobenzo[h]isoquinoline BrC1=C2C=CN=CC2=C2C(=C1)C=CC=C2